BrC=1C=C2C=C(C=NC2=CC1)N1C(NC(C=C1)=O)=O (6-Bromoquinolin-3-yl)pyrimidine-2,4(1H,3H)-dione